CC(C(C)C1(NC(=NC(=N1)NC1=CC=NC=C1)C1=CC=CC=C1)N)(C)C 2-(3,3-dimethylbut-2-yl)-6-phenyl-N4-(pyridin-4-yl)-1,3,5-triazine-2,4-diamine